3-(5-Benzyloxycarbonylamino-1-tert-butoxycarbonyl-pentyl-ureido)-pentanedioic acid di-tert-butyl ester C(C)(C)(C)OC(CC(CC(=O)OC(C)(C)C)NC(=O)NC(CCCCNC(=O)OCC1=CC=CC=C1)C(=O)OC(C)(C)C)=O